tert-Butyl 4-(1-aminonaphthalen-2-ylamino)benzylcarbamate NC1=C(C=CC2=CC=CC=C12)NC1=CC=C(CNC(OC(C)(C)C)=O)C=C1